1-(2-fluoro-4-(trifluoromethyl)phenyl)ethan-1-one FC1=C(C=CC(=C1)C(F)(F)F)C(C)=O